4-[(2-tert-butylphenyl)sulfinyl]benzophenone C(C)(C)(C)C1=C(C=CC=C1)S(=O)C1=CC=C(C(=O)C2=CC=CC=C2)C=C1